5-methyl-6-[3-(6-methyl-3-pyridyl)-7,8-dihydro-5H-1,6-naphthyridin-6-yl]pyridine CC=1C=CC=NC1N1CC=2C=C(C=NC2CC1)C=1C=NC(=CC1)C